[N+](=O)([O-])C1=NC=C(C=C1)N1CCCC1 2-nitro-5-pyrrolidin-1-yl-pyridine